ClC1=C(C=CC=C1C1=NC(=C(C=O)C(=C1)C)OC)C1=C(C(=CC=C1)\C=C(\C1=CC(=C(C=C1)C=O)OC)/F)C (Z)-6-(2-chloro-3'-(2-fluoro-2-(4-formyl-3-methoxyphenyl)vinyl)-2'-methyl-[1,1'-biphenyl]-3-yl)-2-methoxy-4-methylnicotinaldehyde